(R)-1-(4-(2-chloro-3-(2-hydroxy-2-methylpropoxy)benzyl)-2-methylpiperazine-1-carbonyl)-1H-pyrazole-3-carboxamide ClC1=C(CN2C[C@H](N(CC2)C(=O)N2N=C(C=C2)C(=O)N)C)C=CC=C1OCC(C)(C)O